C(C)OCOC=1C(=C(C=O)C=CC1C1=NN=C(C2=CC=CC=C12)N[C@H]1COCC1)F (R)-3-(ethoxymethoxy)-2-fluoro-4-(4-((tetrahydrofuran-3-yl)amino)phthalazin-1-yl)benzaldehyde